tert-Butyl (4-(4-bromo-2-(3-methoxypropoxy)phenyl)thiazol-2-yl)carbamate BrC1=CC(=C(C=C1)C=1N=C(SC1)NC(OC(C)(C)C)=O)OCCCOC